N-(4-(6-methoxy-7-(3-(4-methylpiperazin-1-yl)propoxy)quinazolin-4-yl)phenyl)-1-(4-(trifluoromethyl)phenyl)methanesulfonamide COC=1C=C2C(=NC=NC2=CC1OCCCN1CCN(CC1)C)C1=CC=C(C=C1)NS(=O)(=O)CC1=CC=C(C=C1)C(F)(F)F